N-[1-[4-[3-[[(4S)-8-chlorochroman-4-yl] carbamoyl amino] pyrazol-1-yl] phenyl]-1-methyl-ethyl]-N-methyl-carbamate ClC=1C=CC=C2[C@H](CCOC12)NC(=O)NC1=NN(C=C1)C1=CC=C(C=C1)C(C)(C)N(C([O-])=O)C